C(CCCCCCCCCCCC=CCCCCCC)(=O)OCCCCCCCCCCCCCCCCCCCCCCCCCCCCCC(=O)O 30-(eicosa-13-enoyloxy)-triacontanoic acid